C1(CCCCC1)N1CCN(C2=CC=CC=C12)C(=O)N[C@H]1CN(CC1)C (R)-4-cyclohexyl-N-(1-methylpyrrolidin-3-yl)-3,4-dihydroquinoxaline-1(2H)-carboxamide